Methionine-S-sulfoxide N[C@@H](CC[S@@](=O)C)C(=O)O